FC(C(=O)O)(F)F.ClC1=C(C=CC(=C1NC=1C(=C2C(N(C=NC2=CC1)C)=O)C)F)NS(=O)(=O)N1CC(C1)C#N N-(2-chloro-3-((3,5-dimethyl-4-oxo-3,4-dihydroquinazolin-6-yl)amino)-4-fluorophenyl)-3-Cyanoazetidine-1-sulfonamide trifluoroacetate salt